S1C2(SCC1)CCC1=CC=C(C=C12)N 2,3-Dihydrospiro[indene-1,2'-[1,3]dithiolane]-6-amine